(6aR,9R)-4-(benzamidomethyl)-5-bromo-N,N-diethyl-7-methyl-4,6,6a,7,8,9-hexahydroindolo[4,3-fg]quinoline-9-carboxamide C(C1=CC=CC=C1)(=O)NCN1C(=C2C3=C(C4=C[C@H](CN([C@@H]4C2)C)C(=O)N(CC)CC)C=CC=C13)Br